F[C@@]12[C@@H](CNCC1)CN(C2=O)C=2C=CC(=C(C(=O)O)C2)OC 5-((3aS,7aR)-7a-fluoro-1-oxooctahydro-2H-pyrrolo[3,4-c]pyridin-2-yl)-2-methoxybenzoic acid